N[C@@H]1CCC=2C=3C1=C1C(=NC3C=C(C2Cl)F)C2=CC3=C(C(N2C1)=O)COC([C@]3(O)CC)=O (1R,9S)-1-amino-4-chloro-9-ethyl-5-fluoro-9-hydroxy-1,2,3,9,12,15-hexahydro-10H,13H-benzo[de]pyrano[3',4':6,7]indolizino[1,2-b]quinoline-10,13-dione